Diaminouracil NC1=C(C(NC(N1)=O)=O)N